(ADAMANTAN-1-YL)-2-((5,6-DIMETHYL-2-OXO-1,2-DIHYDROPYRIMIDIN-4-YL)OXY)ACETAMIDE C12(CC3CC(CC(C1)C3)C2)C(C(=O)N)OC2=NC(NC(=C2C)C)=O